BrC1=NN(C(=N1)C(COC1OCCCC1)(F)F)CC1=CC=C(C=C1)OC 3-bromo-5-(1,1-difluoro-2-((tetrahydro-2H-pyran-2-yl)oxy)ethyl)-1-(4-methoxybenzyl)-1H-1,2,4-triazole